ClC=1C=C(C=CC1Cl)C(=O)[C@@H]1[C@H](C1)C(=O)OC (1S,2S)-Methyl 2-[(3,4-dichlorophenyl)carbonyl]cyclopropane-1-carboxylate